1-(4-bromo-3-methoxyphenyl)cyclobutan-1-ol BrC1=C(C=C(C=C1)C1(CCC1)O)OC